4-(phenylamino)benzonitrile C1(=CC=CC=C1)NC1=CC=C(C#N)C=C1